Cl[SiH](C1=CC=CC=C1)Cl dichloro(phenyl)silane